CNC(=O)C1N(C1)C(C1=CC=CC=C1)(C1=CC=CC=C1)C1=CC=CC=C1 N-methyl-1-trityl-aziridine-2-carboxamide